(3R)-3-[4-(4-hydroxy-1-piperidinyl)indol-1-yl]piperidine-2,6-dione OC1CCN(CC1)C1=C2C=CN(C2=CC=C1)[C@H]1C(NC(CC1)=O)=O